C[N+]1=CN([C@H]2[C@H](O)[C@H](OC)[C@@H](CO)O2)C=2N=C(NC(C12)=O)N N7-Methyl-3'-O-Methylguanosine